OC1CN(CCC1)C(=O)O.C(#N)[C@H]1N(CSC1)C(CNC(=O)C1=CC=NC2=CC=C(C=C12)N1C[C@H]([C@@H](C1)F)F)=O N-(2-((R)-4-cyanothiazolidin-3-yl)-2-oxoethyl)-6-((3R,4R)-3,4-difluoropyrrolidin-1-yl)quinoline-4-carboxamide 3-hydroxypiperidine-1-carboxylate